The molecule is a member of the xanthone family that is bellidin substituted with a methyl group at O-3. A natural product found particularly in Swertia chirata and Gentianella campestris. It has a role as an EC 3.1.1.7 (acetylcholinesterase) inhibitor, a hypoglycemic agent and a metabolite. It is a member of xanthones and a polyphenol. It derives from a bellidin. COC1=CC(=C2C(=C1)OC3=C(C=CC(=C3C2=O)O)O)O